methyl 1-(iodomethyl)cyclopropane-1-carboxylate ICC1(CC1)C(=O)OC